3-methyl-3-hydroxymethyl-oxetane CC1(COC1)CO